C(C)(C)(C)OC(NC12CC(C1)(C2)C=2N=NN(C2)C2=CC(=C(C=C2)Cl)F)=O (3-(1-(4-chloro-3-fluorophenyl)-1H-1,2,3-triazol-4-yl)bicyclo[1.1.1]pent-1-yl)carbamic acid tert-butyl ester